tetrabutyl-p-toluenesulfonamide C(CCC)C1=C(C(=C(C(=C1C)CCCC)CCCC)S(=O)(=O)N)CCCC